2-Chloro-4-((R)-8-(4-(4-((4-(3-(((R)-2,6-dioxo-piperidin-3-yl)amino)-phenyl)piperazin-1-yl)-methyl)azetidine-1-carbonyl)phenyl)-3-methyl-2,8-diazaspiro[4.5]decan-2-yl)benzonitrile ClC1=C(C#N)C=CC(=C1)N1CC2(C[C@H]1C)CCN(CC2)C2=CC=C(C=C2)C(=O)N2CCC2CN2CCN(CC2)C2=CC(=CC=C2)N[C@H]2C(NC(CC2)=O)=O